2-(2,2-difluoro-3-hydroxypropyl-1,1,3,3-d4)isoindoline-1,3-dione FC(C([2H])([2H])N1C(C2=CC=CC=C2C1=O)=O)(C([2H])([2H])O)F